diallyl phthalate C(C=1C(C(=O)OCC=C)=CC=CC1)(=O)OCC=C